dihydroxypropyl-tetramethyl-ethylenediamine ammonium dichloride [Cl-].[Cl-].[NH4+].OC(CCC(CN(C)C)N(C)C)O.[NH4+]